N-(2-iodo-4-(perfluoropropan-2-yl)-6-(trifluoromethyl)phenyl)-2-fluoro-3-((hydroxy)(4-fluorobenzoyl)amino)benzamide IC1=C(C(=CC(=C1)C(C(F)(F)F)(C(F)(F)F)F)C(F)(F)F)NC(C1=C(C(=CC=C1)N(C(C1=CC=C(C=C1)F)=O)O)F)=O